C(C)(=O)NC1=NC2=C(N1)C=C(C=C2)C=2C=C(C(=O)N)C=CC2 3-(2-acetamido-1H-benzo[d]imidazol-6-yl)benzamide